BrC1=NC(=CC=C1OC)C(C(F)(F)F)(C)O[Si](C)(C)C 2-bromo-3-methoxy-6-(1,1,1-trifluoro-2-((trimethylsilyl)oxy)propan-2-yl)pyridine